tert-butyl N-[(1S)-1-{[(3R)-1-acetylpyrrolidin-3-yl]carbamoyl}-4-{[(benzyloxy)carbonyl]amino} butyl]carbamate C(C)(=O)N1C[C@@H](CC1)NC(=O)[C@H](CCCNC(=O)OCC1=CC=CC=C1)NC(OC(C)(C)C)=O